3-(5-(1-ethyl-5-phenyl-1H-pyrazol-4-yl)-1-oxoisoindolin-2-yl)piperidine-2,6-dione C(C)N1N=CC(=C1C1=CC=CC=C1)C=1C=C2CN(C(C2=CC1)=O)C1C(NC(CC1)=O)=O